OC1=C(C=CC(=C1)O)C(\C=C\C1=CC(=C(C=C1)C)O)=O (E)-1-(2,4-Dihydroxyphenyl)-3-(3-hydroxy-4-methylphenyl)prop-2-en-1-one